(4-(4-amino-7-(2-oxopropyl)-7H-pyrrolo[2,3-d]pyrimidin-5-yl)phenyl)carbamic acid tert-butyl ester C(C)(C)(C)OC(NC1=CC=C(C=C1)C1=CN(C=2N=CN=C(C21)N)CC(C)=O)=O